2-(2-hydroxy-4-octyloxyphenyl)-4,6-bis(2,4-di-tert-butylphenyl)s-triazine OC1=C(C=CC(=C1)OCCCCCCCC)C1=NC(=NC(=N1)C1=C(C=C(C=C1)C(C)(C)C)C(C)(C)C)C1=C(C=C(C=C1)C(C)(C)C)C(C)(C)C